C(C1=CC=CC=C1)OC(CCCCCCCCCCCCCCCCC)=O Benzylstearat